N-(2,6-dibromo-4-(perfluoropropan-2-yl)phenyl)-4-fluoro-3-nitrobenzamide BrC1=C(C(=CC(=C1)C(C(F)(F)F)(C(F)(F)F)F)Br)NC(C1=CC(=C(C=C1)F)[N+](=O)[O-])=O